(1-CHLOROPYRAZOLO[5,1-A][2,7]NAPHTHYRIDIN-6-YL)METHANOL ClC1=NC=CC=2C=C(N3C(C12)=CC=N3)CO